CNC1=NC=C(C2=CC(=NC=C12)N)C1=NN2C(C=CC(=C2)C)=N1 N1-methyl-4-(6-methyl-[1,2,4]triazolo[1,5-a]pyridin-2-yl)-2,7-naphthyridine-1,6-diamine